1-(2,2-difluoroethyl)-6-(2-(2-(difluoromethyl)pyrimidin-5-yl)-2,6-diazaspiro[3.4]octan-6-yl)-1H-pyrazolo[3,4-b]pyrazine FC(CN1N=CC=2C1=NC(=CN2)N2CC1(CN(C1)C=1C=NC(=NC1)C(F)F)CC2)F